methyl 4-(4-methyl-6-nitro-1-oxo-isoindolin-2-yl)cyclohexanecarboxylate CC1=C2CN(C(C2=CC(=C1)[N+](=O)[O-])=O)C1CCC(CC1)C(=O)OC